N-hydroxyethyl-1,4-butanediamine OCCNCCCCN